N-[(4-benzyl-5,5-dimethyl-morpholin-2-yl)methyl]methanesulfonamide C(C1=CC=CC=C1)N1CC(OCC1(C)C)CNS(=O)(=O)C